6-(3-methyl-4-oxo-3,4-dihydrophthalazin-1-yl)-3,4-dihydroisoquinoline-2(1H)-sulfonamide hydrochloride Cl.CN1N=C(C2=CC=CC=C2C1=O)C=1C=C2CCN(CC2=CC1)S(=O)(=O)N